C(C=C)(=O)OCCCCCCCCCCOC1=CC=C(C(=O)OC2=CC=C(C=C2)OC(C2=CC=C(C=C2)OCCCCCCCCCCOC(C=C)=O)=O)C=C1 1,4-Phenylene bis(4-(10-(acryloyloxy)decyloxy)benzoate)